FC=1C=C(CN2C(=NC3=NC=C(C=C32)N3C=CC=2C3=NC(=CN2)C2=NN(C=C2)C)C)C=C(C1)F 1-(3,5-difluorobenzyl)-2-methyl-6-(3-(1-methyl-1H-pyrazol-3-yl)-5H-pyrrolo[2,3-b]pyrazin-5-yl)-1H-imidazo[4,5-b]pyridine